4-(4-fluoro-3-(4-methoxypiperidine-1-carbonyl)benzyl)phthalazin-1(2H)-one FC1=C(C=C(CC2=NNC(C3=CC=CC=C23)=O)C=C1)C(=O)N1CCC(CC1)OC